(3,4-dimethoxybenzyl)-7-methoxy-6-thiocyanatoquinazolin-4-amine COC=1C=C(CC2=NC3=CC(=C(C=C3C(=N2)N)SC#N)OC)C=CC1OC